FC(COC=1C=C(C=CC1)C(C)N)(F)F 1-(3-(2,2,2-trifluoroethoxy)phenyl)ethylamine